Tert-Butyl cis-2-((6-(3-fluorophenyl)pyridin-2-yl)methyl)-3-((methylsulfonyl)amino)pyrrolidine-1-carboxylate FC=1C=C(C=CC1)C1=CC=CC(=N1)C[C@@H]1N(CC[C@@H]1NS(=O)(=O)C)C(=O)OC(C)(C)C